4-Fluoro-N-(4-phenylthiazol-2-yl)-2-(2,2,2-trifluoroacetamido)benzamide FC1=CC(=C(C(=O)NC=2SC=C(N2)C2=CC=CC=C2)C=C1)NC(C(F)(F)F)=O